[2-(methacryloyloxy) ethyl] phosphate P(=O)(OCCOC(C(=C)C)=O)([O-])[O-]